trans-(2-((5-Cyclohexyl-1-(morpholinosulfonyl)piperidin-3-yl)methoxy)pyridin-4-yl)methanamine C1(CCCCC1)[C@H]1C[C@@H](CN(C1)S(=O)(=O)N1CCOCC1)COC1=NC=CC(=C1)CN